ClC1=C(C(=CC=C1)Cl)C(C(=O)NC1=CC=CC=C1)Cl (2,6-dichlorophenyl)-2-chloro-N-phenylacetamide